OC=1C(=C(C(=CC1)C)N1C=CC=C1C)C 1-(3-hydroxy-2,6-dimethylphenyl)-5-methyl-1H-pyrrole